C(#N)C1=C(C=NN1C)NC(=O)C1C(CCCC1)C(C1=CC=C(C=C1)C1=NNC=C1)=O N-(5-Cyano-1-methyl-1H-pyrazol-4-yl)-2-[4-(1H-pyrazol-3-yl)benzoyl]cyclohexanecarboxamide